3-[2-fluoro-5-[[6-oxo-4-(trifluoromethyl)-1H-pyridine-3-carbonyl]amino]-4-[(3R,5S)-3,4,5-trimethylpiperazin-1-yl]phenyl]-2,5-dihydropyrrole-1-carboxylic acid FC1=C(C=C(C(=C1)N1C[C@H](N([C@H](C1)C)C)C)NC(=O)C1=CNC(C=C1C(F)(F)F)=O)C=1CN(CC1)C(=O)O